COC=1C=C(C=O)C(=CN1)OCC1=NC2=CC=CC=C2C=C1 2-methoxy-5-(quinolin-2-ylmethoxy)isonicotinaldehyde